C(CCCC)C=1NC2=CC=C(C=C2C1CCCC)CCCC 2-amyl-3,5-dibutyl-indole